O1COC2=C1C=CC(=C2)C=2C=C(C=CC2)[C@H](CC(=O)[O-])NC(=O)NC=2C(N(C=C(C2[O-])C)C)=O.[Na+].[Na+] Natrium (S)-3-(3-(Benzo[d][1,3]dioxol-5-yl)phenyl)-3-(3-(1,5-dimethyl-4-oxido-2-oxo-1,2-dihydropyridin-3-yl)ureido)propanoat